2-amino-4-(4-(2-(difluoromethoxy)-1,1-difluoroethoxy)phenyl)-6-((oxetan-3-ylmethyl)thio)pyridine-3,5-dicarbonitrile NC1=NC(=C(C(=C1C#N)C1=CC=C(C=C1)OC(COC(F)F)(F)F)C#N)SCC1COC1